NC1=CC=C(C=C1)[C@@H]1N(CCC[C@@H]1C(=O)O)C(C1=C(C=CC=C1C)F)=O (2R,3S)-2-(4-aminophenyl)-1-(2-fluoro-6-methylbenzoyl)piperidine-3-carboxylic acid